NC=1N=C(C2=CC=CC=C2C1)C1=C(C=C2C(=NC=NC2=C1F)N1CCN(CC1)C(C=C)=O)Cl (R)-1-(4-(7-(3-aminoisoquinolin-1-yl)-6-chloro-8-fluoroquinazolin-4-yl)piperazin-1-yl)prop-2-en-1-one